(5RS)-2-(4-Methoxybenzyl)-5-(pyrrolidin-1-ylcarbonyl)-5,6,7,8-tetrahydro[1,2,4]triazolo[4,3-a]pyridine-3(2H)-one COC1=CC=C(CN2N=C3N([C@H](CCC3)C(=O)N3CCCC3)C2=O)C=C1 |r|